C1(CC1)C(=O)NC1=NN2C(C(=N1)NC1=C(C(=CC=C1)C(F)(F)F)OC)=C(C=C2)C=2C=NN(C2)CC2=CC=C(C=C2)NC(OC(C)(C)C)=O tert-Butyl (4-((4-(2-(cyclopropanecarboxamido)-4-((2-methoxy-3-(trifluoromethyl)phenyl)amino)pyrrolo[2,1-f][1,2,4]triazin-5-yl)-1H-pyrazol-1-yl)methyl)phenyl)carbamate